(E)-N'-(5-cyclopropoxy-2-fluorobenzylidene)-6-(6-ethoxypyridin-3-yl)pyrazine-2-carbohydrazide C1(CC1)OC=1C=CC(=C(\C=N\NC(=O)C2=NC(=CN=C2)C=2C=NC(=CC2)OCC)C1)F